1-(2,5-difluorobenzyl)-5-hydroxy-N-methyl-2-oxo-2,3-dihydro-1H-benzo[b]azepine-4-carboxamide FC1=C(CN2C3=C(C(=C(CC2=O)C(=O)NC)O)C=CC=C3)C=C(C=C1)F